(S)-3-((tert-butyldiphenylsilyl)oxy)butylmethanesulfonate [Si](C1=CC=CC=C1)(C1=CC=CC=C1)(C(C)(C)C)O[C@H](CCCS(=O)(=O)[O-])C